P(=O)([O-])([O-])[O-].C(CCC)[NH3+].C(CCC)[NH3+].C(CCC)[NH3+] n-butyl-ammonium phosphate